(1R,2S,5R)-2-isopropyl-5-methylcyclohexyl (5R,6S)-2-(4-methoxybenzyl)-6-methyl-4-oxo-4,5,6,7-tetrahydro-2H-indazole-5-carboxylate COC1=CC=C(CN2N=C3C[C@@H]([C@H](C(C3=C2)=O)C(=O)O[C@H]2[C@@H](CC[C@H](C2)C)C(C)C)C)C=C1